ClC=1C(=NC(=NC1)NC1=CC=C(C=C1)CC)NC1=CC(=CC=C1)C(F)(F)F 5-Chloro-N2-(p-ethylphenyl)-N4-(3-(trifluoromethyl)phenyl)pyrimidine-2,4-diamine